(S)-N-(6-(2-(tert-butylamino)-2-oxoethyl)-6-azaspiro[2.5]oct-1-yl)-3,5-dichlorobenzamide C(C)(C)(C)NC(CN1CCC2(C[C@@H]2NC(C2=CC(=CC(=C2)Cl)Cl)=O)CC1)=O